BrCCCCCCCCCCCCCCC 1-bromopentadecane